NC1=C(C(=NN1C)C=1CC2CC(CC2C1)=O)C(=O)NC1=CC(=C(C=C1)F)Cl 5-amino-N-(3-chloro-4-fluorophenyl)-1-methyl-3-(5-oxo-1,3a,4,5,6,6a-hexahydropentalen-2-yl)-1H-pyrazole-4-carboxamide